CN1CCN(CC1)CC1=CC=2N=C(N=C(C2O1)N1CCOCC1)CC1=CC(=NN1)C1=CC=CC=C1 6-((4-methylpiperazin-1-yl)methyl)-4-morpholino-2-((3-phenyl-1H-pyrazol-5-yl)methyl)furo[3,2-d]pyrimidine